4-(2-((tert-butyldimethylsilyl)oxy)ethyl)-2,6-didodecylmorpholine [Si](C)(C)(C(C)(C)C)OCCN1CC(OC(C1)CCCCCCCCCCCC)CCCCCCCCCCCC